7-((1-Acetylpiperidin-3-yl)methoxy)-5-fluoro-2-(((tetrahydro-2H-pyran-4-yl)thio)methyl)quinazolin-4(3H)-one C(C)(=O)N1CC(CCC1)COC1=CC(=C2C(NC(=NC2=C1)CSC1CCOCC1)=O)F